2-(6-{5-chloro-2-[(oxacyclohex-4-yl)amino]pyrimidin-4-yl}-1-oxo-2,3-dihydro-1H-isoindol-2-yl)-N-[(1S)-2-hydroxy-1-(thiophen-3-yl)ethyl]acetamide ClC=1C(=NC(=NC1)NC1CCOCC1)C1=CC=C2CN(C(C2=C1)=O)CC(=O)N[C@H](CO)C1=CSC=C1